4-((3-bromo-2-nitrophenyl)amino)-2-methylpiperidine-1-carboxylic acid tert-butyl ester C(C)(C)(C)OC(=O)N1C(CC(CC1)NC1=C(C(=CC=C1)Br)[N+](=O)[O-])C